Methyl 3-((2-amino-5-bromopyridin-3-yl)amino)-2-((tert-butoxycarbonyl)amino)butanoate NC1=NC=C(C=C1NC(C(C(=O)OC)NC(=O)OC(C)(C)C)C)Br